N1=C(C=CC=C1)[C@H](C)NC(=O)C1=CC2=CC=CC(=C2C=C1)C1=CC=C(C=C1)C(F)(F)F N-[(1S)-1-(2-pyridinyl)ethyl]-5-[4-(trifluoromethyl)phenyl]naphthalene-2-carboxamide